FC1=CC=C(C=C1)C1=NOC(=C1C(=O)NC=1C=CC(=NC1OC)C=1C=NC(=CC1)NC(OC(C)(C)C)=O)C tert-butyl (5-(3-(4-fluorophenyl)-5-methylisoxazole-4-carboxamido)-6-methoxy-[2,3'-bipyridin]-6'-yl)carbamate